NC1=CC(=C(CNC(OC(C)(C)C)=O)C=C1)C(F)(F)F tert-butyl (4-amino-2-trifluoromethylbenzyl)carbamate